(R)-3-chloro-phenylmethyl sulfoxide ClC=1C=C(C=CC1)CS(=O)CC1=CC(=CC=C1)Cl